C(C)OC(CO[C@@H]1CN(CC1)CC=1C=CC(=NC1)C(=O)O)=O 5-{[(3S)-3-(2-ethoxy-2-oxoethoxy)pyrrolidin-1-yl]Methyl}pyridine-2-carboxylic acid